OC1=CC=C(C=C1)C(CCCCCCCCCCC)C1=CC=C(C=C1)O 1,1-bis(4'-hydroxyphenyl)n-dodecane